2-(4-Carboxymethyl-2,5-dihydroxyphenyl)-4-(3,4-dihydroxyphenyl)-1,3,5-triazine C(=O)(O)CC1=CC(=C(C=C1O)C1=NC=NC(=N1)C1=CC(=C(C=C1)O)O)O